(R)-2,5,7-trimethyl-6-(pyrrolidin-3-yloxy)-[1,2,4]Triazolo[1,5-a]Pyrimidine dihydrochloride Cl.Cl.CC1=NN2C(N=C(C(=C2C)O[C@H]2CNCC2)C)=N1